ClC1=CC=C2C=CN=C(C2=C1)NC1=CC=C(C(=O)O)C=C1 4-((7-chloroisoquinolin-1-yl)amino)benzoic acid